C(=CCCCCCCCCCCCCCCCC)N1C(=C(C(C2=CC=CC=C12)=O)O)C1=CC=CC=C1 N-octadecenyl-2-phenyl-3-hydroxyquinolin-4-one